2-(difluoromethoxy)-5-(imidazo[1,2-a]pyridin-2-yl)-7-methylquinoxaline FC(OC1=NC2=CC(=CC(=C2N=C1)C=1N=C2N(C=CC=C2)C1)C)F